C(C)(C)(C)C1=CC=C(C=C1)S(=O)(=O)Cl 4-(t-butyl)benzenesulfonyl chloride